2-(2,5-dioxoimidazolidin-4-yl)ethanesulfonyl chloride O=C1NC(C(N1)CCS(=O)(=O)Cl)=O